(1S,5R)-3-(7-cyano-3-fluoropyrazolo[1,5-a]pyridin-4-yl)-5-(trifluoromethyl)-3-azabicyclo[3.1.0]hexane-1-carbohydrazide C(#N)C1=CC=C(C=2N1N=CC2F)N2C[C@@]1(C[C@@]1(C2)C(F)(F)F)C(=O)NN